C1(=CC=CC=C1)P(C1=C(C=NC2CCCCC2)C=CC=C1)C1=CC=CC=C1 [2-(diphenylphosphino)benzylidene]cyclohexylamine